tert-Butyl 3-(5-(2-hydroxypropan-2-yl)-7-(thiazol-2-yl)-4-(trifluoromethoxy)benzo[d]oxazol-2-yl)-3,6-diazabicyclo[3.1.1]heptane-6-carboxylate OC(C)(C)C=1C=C(C2=C(N=C(O2)N2CC3N(C(C2)C3)C(=O)OC(C)(C)C)C1OC(F)(F)F)C=1SC=CN1